FC(OC=1C=C(C=CC1)S(=O)(=N)C1CC2(CN(C2)C(=O)N2CC3(C2)NC(CC3)=O)C1)(F)F 2-[6-[[3-(trifluoromethoxy)phenyl]sulfonimidoyl]-2-azaspiro[3.3]heptane-2-carbonyl]-2,5-diazaspiro[3.4]octan-6-one